ClC1=C(C=C(C=C1)Cl)[C@H](CCNC(C(=O)OCC)C1=C(C(=CC=C1)C)C1CCC(CC1)OC(F)F)C1CCN(CC1)C ethyl 2-(((R)-3-(2,5-dichlorophenyl)-3-(1-methylpiperidin-4-yl)propyl)amino)-2-(2-((1r,4R)-4-(difluoromethoxy)cyclohexyl)-3-methylphenyl)acetate